3-{2-[3-[(4-methanesulfonyl-3-methylphenoxy)methyl]-4-methylpyrrolidin-1-yl]ethyl}benzonitrile CS(=O)(=O)C1=C(C=C(OCC2CN(CC2C)CCC=2C=C(C#N)C=CC2)C=C1)C